1-ethyl-3-(4-((4-(2-methyl-6-(1H-pyrazol-1-yl)pyridin-3-yl)piperazin-1-yl)methyl)furan-2-yl)urea C(C)NC(=O)NC=1OC=C(C1)CN1CCN(CC1)C=1C(=NC(=CC1)N1N=CC=C1)C